trans-6-((2-fluoro-4-methyl-5-(4,4,5,5-tetramethyl-1,3,2-dioxaborolan-2-yl)phenyl)carbamoyl)-3-methyl-6-azabicyclo[3.1.1]heptane-1-carboxylic acid FC1=C(C=C(C(=C1)C)B1OC(C(O1)(C)C)(C)C)NC(=O)N1C2CC(CC1(C2)C(=O)O)C